Methyl (S)-2-(5-cyclopropyl-3-(2-(dimethylamino) ethyl)-6-oxopyridazin-1(6H)-yl)-4-methylpentanoate C1(CC1)C1=CC(=NN(C1=O)[C@H](C(=O)OC)CC(C)C)CCN(C)C